ClC1=C(NC2=C(C(=O)N)C=C(C(=C2F)F)CC2=C(C(=CC=C2)NS(=O)(=O)CC)F)C=CC(=C1)I 2-(2-Chloro-4-iodoanilino)-5-[[3-(ethylsulfonylamino)-2-fluorophenyl]methyl]-3,4-difluorobenzamide